(S)-N-(3-chloro-4-cyanophenyl)-3-(3-fluoro-1H-indol-1-yl)-2-hydroxy-2-methylpropanamide ClC=1C=C(C=CC1C#N)NC([C@@](CN1C=C(C2=CC=CC=C12)F)(C)O)=O